ClCC1=CC=C(C(=O)N(C)CCOC)C=C1 4-(Chloromethyl)-N-(2-methoxy-ethyl)-N-methylbenzamide